3-(2-((2-((tert-butyldimethylsilyl)oxy)ethyl)amino)-2-oxoacetyl)-4-fluorobenzene [Si](C)(C)(C(C)(C)C)OCCNC(C(=O)C=1C=CC=CC1F)=O